L-lysylamid N[C@@H](CCCCN)C(=O)[NH-]